thiazolo[5,4-D]thiazole S1C=NC2=C1N=CS2